5-chloro-N-(3-chloro-4-iodopyridin-2-yl)-2-methoxypyridine-3-sulfonamide ClC=1C=C(C(=NC1)OC)S(=O)(=O)NC1=NC=CC(=C1Cl)I